[Si](C)(C)(C(C)(C)C)O[C@@H]1C[C@H](N(C1)C(=O)OC(C)(C)C)C=1NC=CN1 tert-butyl (2S,4R)-4-[tert-butyl (dimethyl)silyl]oxy-2-(1H-imidazol-2-yl)pyrrolidine-1-carboxylate